7,8-DIHYDRO-5H-PYRANO[4,3-D]PYRIMIDINE-2-CARBALDEHYDE N1=C(N=CC2=C1CCOC2)C=O